ClC1=CC=2C(C3=C(C(N(C3C3=CC(=C(C=C3)OC)O)CCCN(C)C)=O)OC2C=C1)=O 7-Chloro-2-(3-(dimethylamino)propyl)-1-(3-hydroxy-4-methoxyphenyl)-1,2-dihydrochromeno[2,3-c]pyrrole-3,9-dione